1,1-bis[4'-(4''-amino-2''-trifluoromethylphenoxy)phenyl]cyclopentane NC1=CC(=C(OC2=CC=C(C=C2)C2(CCCC2)C2=CC=C(C=C2)OC2=C(C=C(C=C2)N)C(F)(F)F)C=C1)C(F)(F)F